C1(CC1)N(C(OC(C)(C)C)=O)CC1CN(C1)C1=NC=C(N=C1)C(NC=1C=C(C=2N(C1)C=C(N2)CF)F)=O tert-butyl cyclopropyl((1-(5-((8-fluoro-2-(fluoromethyl)imidazo[1,2-a]pyridin-6-yl)carbamoyl)pyrazin-2-yl)azetidin-3-yl)methyl)carbamate